N-(3-aminopropyl)diethanolamine myristate C(CCCCCCCCCCCCC)(=O)O.NCCCN(CCO)CCO